CN(CCN1N=CC2=CC(=CC(=C12)N)[N+](=O)[O-])C 1-(2-(dimethylamino)ethyl)-5-nitro-1H-indazol-7-amine